2-amino-2-(2,6-difluorophenyl)-6-hydroxycyclohexane-1-one hydrochloride Cl.NC1(C(C(CCC1)O)=O)C1=C(C=CC=C1F)F